FC=1C=C(C=C(C1OC)F)[B-](C1=CC(=C(C(=C1)F)OC)F)(C1=CC(=C(C(=C1)F)OC)F)C1=CC(=C(C(=C1)F)OC)F.ClC=1C=C(C(=O)C2=CC=C(C=C2)SC2=CC=C(C=C2)[S+](C2=CC=C(C=C2)F)C2=CC=C(C=C2)F)C=CC1 4-[4-(3-chlorobenzoyl)phenylthio]phenylbis(4-fluorophenyl)sulfonium tetrakis(3,5-difluoro-4-methyl-oxyphenyl)borate